2,3,4,5-tetrahydroxyhexane OC(C)C(C(C(C)O)O)O